1-(3-((1-(2-fluoroethyl)-6-((5-methylthiazol-2-yl)amino)-1H-pyrrolo[3,2-c]pyridin-4-yl)oxy)pyrrolidin-1-yl)prop-2-en-1-one FCCN1C=CC=2C(=NC(=CC21)NC=2SC(=CN2)C)OC2CN(CC2)C(C=C)=O